3-amino-4-sulfo-benzoic acid NC=1C=C(C(=O)O)C=CC1S(=O)(=O)O